C(C)(C)(C)C1=CN=C(O1)CSC=1N=C(SC1)C=1C=CC=C(C(=O)N)C1 5-(((5-(tert-butyl)oxazol-2-yl)methyl)thio-thiazol-2-yl)benzamide